(R*)-4-(4-(3-Amino-6-(2-hydroxyphenyl)pyridazin-4-yl)morpholin-2-yl)-2-methylbenzoic acid NC=1N=NC(=CC1N1C[C@H](OCC1)C1=CC(=C(C(=O)O)C=C1)C)C1=C(C=CC=C1)O |o1:9|